C1(CC1)CNCC(COC=1C(OC2=CC=CC=C2C1C)=O)O 3-(((cyclopropylmethyl)-amino)-2-hydroxypropoxy)-4-methyl-2H-chromen-2-one